tert-butyl 2-(benzylsulfanyl)-7-(cyclohexylmethyl)-5,6,7,8-tetrahydro-1,6-naphthyridine-6-carboxylate C(C1=CC=CC=C1)SC1=NC=2CC(N(CC2C=C1)C(=O)OC(C)(C)C)CC1CCCCC1